N'-(1,3-diphenyl-1H-pyrazol-5-yl-carbonyl)-2-oxo-1,2-dihydroquinoline-4-yl-carbohydrazide C1(=CC=CC=C1)N1N=C(C=C1C(=O)N(NC1=CC(NC2=CC=CC=C12)=O)C(=O)NN)C1=CC=CC=C1